selenocyanosaccharin [Se](C#N)N1S(=O)(=O)C2=CC=CC=C2C1=O